2-{4-[(4-nitrophenyl)methyl]piperazin-1-yl}-N-(quinolin-6-yl)ethanesulfonamide [N+](=O)([O-])C1=CC=C(C=C1)CN1CCN(CC1)CCS(=O)(=O)NC=1C=C2C=CC=NC2=CC1